C(C)OC(=O)C1=CC=C(C=C1)C1=CC=C(OCC2=CC=C(OC3CCN(CC3)C(=O)OC(C)(C)C)C=C2)C=C1 tert-butyl 4-[4-[[4-(4-ethoxycarbonylphenyl)phenoxy]methyl]phenoxy]piperidine-1-carboxylate